O1CC(C2=C1C=CC=C2)CB2O[C@]1([C@@H]3C([C@H](C[C@H]1O2)C3)(C)C)C (1S,2S,6R,8S)-4-(2,3-dihydro-benzofuran-3-ylmethyl)-2,9,9-trimethyl-3,5-dioxa-4-bora-tricyclo[6.1.1.02,6]Decane